ClC1=NC=C(C(=C1)C1=C(C=NC(=C1)C)C(=O)NC=1SC2=C(N1)CN(C2)C(C2=CC(=NC=C2C)C)=O)OC 2'-chloro-N-(5-(2,5-dimethylisonicotinoyl)-5,6-dihydro-4H-pyrrolo[3,4-d]thiazol-2-yl)-5'-methoxy-6-methyl-[4,4'-bipyridine]-3-carboxamide